OCCONC(=O)C1=CC2=C(N(C(=N2)NC=2OC3=C(N2)C=CC(=C3)OC(F)(F)F)C)C=C1 N-(2-hydroxyethoxy)-1-methyl-2-((6-(trifluoromethoxy)benzo[d]oxazol-2-yl)amino)-1H-benzo[d]imidazole-5-carboxamide